F[C@@H]1C[C@H](N(C1)C(CC1=CC(=NO1)C)=O)C(=O)N[C@H](C1=CC=C(C=C1)C(C)C)C1=CC=CC=C1 (2S,4R)-4-fluoro-1-[2-(3-methyl-1,2-oxazol-5-yl)acetyl]-N-[(S)-phenyl[4-(propan-2-yl)phenyl]methyl]pyrrolidine-2-carboxamide